tert-butyl ((R)-6-(((2R,3R,4R,5S,6S)-6-((7H-purin-6-yl)amino)-4,5-dihydroxy-2-(hydroxymethyl)tetrahydro-2H-pyran-3-yl)amino)-5-amino-6-oxohexyl)carbamate N1=CN=C2N=CNC2=C1N[C@@H]1[C@H]([C@@H]([C@H]([C@@H](O1)CO)NC([C@@H](CCCCNC(OC(C)(C)C)=O)N)=O)O)O